Rac-6-cyclopropoxy-2-((6r,7r)-6-methyl-2-azaspiro[3.5]nonan-7-yl)-N-(pyrazolo[1,5-a]pyrimidin-3-yl)-2H-indazole-5-carboxamide C1(CC1)OC=1C(=CC2=CN(N=C2C1)[C@H]1[C@@H](CC2(CNC2)CC1)C)C(=O)NC=1C=NN2C1N=CC=C2 |r|